5-Methyl-N-(2-methyl-5-(3-(2-methyl-1H-imidazol-1-yl)-5-((1-methylpiperidin-4-yl)amino)benzamiDo)phenyl)isoxazole-3-carboxamide CC1=CC(=NO1)C(=O)NC1=C(C=CC(=C1)NC(C1=CC(=CC(=C1)NC1CCN(CC1)C)N1C(=NC=C1)C)=O)C